cyclopentyne C1#CCCC1